BrC=1C(=CC2=C(N(CC(NS2(=O)=O)(CC)CCCC)C2=CC=CC=C2)C1)OC 7-bromo-3-butyl-3-ethyl-8-methoxy-5-phenyl-2,3,4,5-tetrahydro-1,2,5-benzothiadiazepine 1,1-dioxide